C(CC)OC1(C(CC)O1)NC(C=C)=O N-(4-epoxyPropoxybutyl)acrylamide